rac-(2s,3s,5r)-3-(3,4-difluoro-2-methoxy-phenyl)-5-(trifluoromethyl)tetrahydrofuran-2-carboxylic acid ethyl ester C(C)OC(=O)[C@H]1O[C@H](C[C@H]1C1=C(C(=C(C=C1)F)F)OC)C(F)(F)F |r|